4-[4-(2-Chloroethynyl)-3,5-difluorophenyl]-4'-(trifluoromethoxy)-1,1'-biphenyl ClC#CC1=C(C=C(C=C1F)C1=CC=C(C=C1)C1=CC=C(C=C1)OC(F)(F)F)F